3-chloro-5-fluoropyridinecarboxamide ClC=1C(=NC=C(C1)F)C(=O)N